NC1=CC=C(C=N1)C[C@@H](C(=O)OC)NC(=O)OC(C)(C)C methyl (2S)-3-(6-aminopyridin-3-yl)-2-{[(tert-butoxy)carbonyl] amino}propanoate